(13S)-13-benzyl-26-(2,5-dioxo-2,5-dihydro-1H-pyrrol-1-yl)-2-methyl-9,12,15,18-tetraoxo-21-(trifluoromethyl)-3,6-dioxa-8,11,14,17,20-pentaazahexacosan-1-oic acid C(C1=CC=CC=C1)[C@@H](C(NCC(NCOCCOC(C(=O)O)C)=O)=O)NC(CNC(CNC(CCCCCN1C(C=CC1=O)=O)C(F)(F)F)=O)=O